(R)-4-(7-methylpyrazolo[1,5-a]pyridin-2-yl)-5-(5-(trifluoromethyl)pyridin-2-yl)-4,5,6,7-tetrahydro-1H-imidazo[4,5-c]pyridine CC1=CC=CC=2N1N=C(C2)[C@@H]2N(CCC1=C2N=CN1)C1=NC=C(C=C1)C(F)(F)F